S(=O)(=O)([O-])[O-].[Ti+4].S(=O)(=O)([O-])[O-] titanium sulfate salt